phosphorous acid, di-o-tolyl ester P(OC1=C(C=CC=C1)C)(OC1=C(C=CC=C1)C)[O-]